3-(3-(2,5-dichloropyrimidin-4-yl)phenyl)-1,2-dihydropyridin-2-ol ClC1=NC=C(C(=N1)C=1C=C(C=CC1)C=1C(NC=CC1)O)Cl